2-(7-chloronaphthalen-1-yl)ethan-1-ol ClC1=CC=C2C=CC=C(C2=C1)CCO